2,6-Diamino-3-((pyridin-3-yl)azo)pyridine NC1=NC(=CC=C1N=NC=1C=NC=CC1)N